(S)-2-((4-(6-((5-chlorobenzo[d]thiazol-2-yl)methoxy)pyridin-2-yl)piperazin-1-yl)methyl)-1-(oxetan-2-ylmethyl)-1H-benzo[d]imidazole-6-carboxylic acid ClC=1C=CC2=C(N=C(S2)COC2=CC=CC(=N2)N2CCN(CC2)CC2=NC3=C(N2C[C@H]2OCC2)C=C(C=C3)C(=O)O)C1